1-[5-(4-fluorophenyl)-6-tetrahydropyran-4-yl-pyrrolo[2,3-f]Indazol-1-yl]-2,2-dimethyl-propan-1-one FC1=CC=C(C=C1)N1C(=CC2=C1C=C1C=NN(C1=C2)C(C(C)(C)C)=O)C2CCOCC2